FC=1C=CC(=NC1)B1OC(C(O1)(C)C)(C)C 5-fluoro-2-(4,4,5,5-tetramethyl-1,3,2-dioxaborolan-2-yl)pyridine